C1(=CC=CC=C1)C1=NC(=NC(=C1)C1=CC=CC=C1)C=1C=C(C=C(C1)N1C2=CC=CC=C2C=2C=C(C=CC12)C1=CC=CC=C1)N1C2=CC=CC=C2C=2C=C(C=CC12)C1=CC=CC=C1 9,9'-(5-(4,6-diphenylpyrimidin-2-yl)-1,3-phenylene)bis(3-phenyl-9H-carbazole)